((R)-1-(((((S)-1-propenylpyrrolidin-3-yl)oxy)carbonyl)amino)-2-phenylethyl)boronic acid C(=CC)N1C[C@H](CC1)OC(=O)N[C@@H](CC1=CC=CC=C1)B(O)O